C(C)(C)N1C=C(C=CC1=O)C=1C=NC=C(C1)C=1C=C2CC(N(C2=CC1)CCC)=O 5-(1'-isopropyl-6'-oxo-1',6'-dihydro-[3,3'-bipyridin]-5-yl)-1-propylindol-2-one